CS(=O)(=O)CCC1=CC=C(O1)C(=O)O 5-(2-methylsulfonylethyl)furan-2-carboxylic acid